carvone-5,6-oxide CC(=C)C1CC2C(O2)(C(=O)C1)C